[C@@H]12CCCC(CC1)N2C[C@@H](C2=CC=CC=C2)NC2=NC(=NC=1CC[C@H](CC21)C2=CC=CC=C2)N[C@H](CC)C2CCC(CC2)C(=O)O (1R,4r)-4-((1R)-1-(((6R)-4-(((1R)-2-(8-azabicyclo[3.2.1]octan-8-yl)-1-phenylethyl)amino)-6-phenyl-5,6,7,8-tetrahydroquinazolin-2-yl)amino)propyl)cyclohexane-1-carboxylic acid